7-(Methoxymethyl)-1,4-oxazepane COCC1CCNCCO1